C(#N)N1[C@H](CC(C1)(F)F)C(=O)N(C1=CC=C(C=C1)S(F)(F)(F)(F)F)C(C(=O)NC1CCC(CC1)(F)F)C=1C=NC=CC1 (2R)-1-cyano-N-[2-[(4,4-difluorocyclohexyl)amino]-2-oxo-1-(3-pyridyl)ethyl]-4,4-difluoro-N-[4-(pentafluoro-λ6-sulfanyl)phenyl]pyrrolidine-2-carboxamide